CCCCOC(N(C)C)OCCCC N,N-dimethylformamide dibutyl acetal